CC1(CCN(CC1)C1=NC=2C(=NC=C(N2)SC2=CC(=CC=C2)C=2N=C(SC2)C)N1)N 4-methyl-1-(5-((3-(2-methylthiazol-4-yl)phenyl)thio)-1H-imidazo[4,5-b]pyrazin-2-yl)piperidin-4-amine